methyl 4-(((3S,4R)-3-fluoro-1-methylpiperidin-4-yl)amino)-1-(2,2,2-trifluoroethyl)-1H-indole-2-carboxylate F[C@H]1CN(CC[C@H]1NC1=C2C=C(N(C2=CC=C1)CC(F)(F)F)C(=O)OC)C